4-(3-Methylphenyl)-1-p-toluenesulfonyl-1,2,3-triazole CC=1C=C(C=CC1)C=1N=NN(C1)S(=O)(=O)C1=CC=C(C)C=C1